methyl 2-(bromomethyl)-acrylate BrCC(C(=O)OC)=C